(E)-8-hydroxyoct-2-en-5-yn-1-yl acetate C(C)(=O)OC\C=C\CC#CCCO